FC1=C(C=C(C=C1)NC(=O)C1=CC2=C(N=C(S2)C)C=C1NC(C1=C(C=CC(=C1)C1=NOC2C3NC(C(C21)C3)=O)OC)=O)C(F)(F)F N-(4-fluoro-3-(trifluoro-methyl)phenyl)-5-(2-meth-oxy-5-(5-oxo-3a,4,5,6,7,7a-hexahydro-4,7-methano-isoxazolo[5,4-c]pyridin-3-yl)benzamido)-2-methyl-benzo[d]thiazole-6-carboxamide